N[C@@H](CC(=O)OCC)C1=C(C=C(C(=C1)Br)C)F Ethyl (S)-3-amino-3-(5-bromo-2-fluoro-4-methylphenyl)propanoate